Potassium 8-methoxy-9-(2-methyl-2H-tetrazol-5-yl)-1-(thiophen-2-yl)-5,6-dihydroimidazo[5,1-a]isoquinoline-3-carboxylate COC=1C=C2CCN3C(C2=CC1C=1N=NN(N1)C)=C(N=C3C(=O)[O-])C=3SC=CC3.[K+]